2-ethyl-4-isothiazoline-3-one C(C)N1SC=CC1=O